ClC=1C(=C(C(=CC1)F)C1=CC(NN=C1)=O)F 5-(3-chloro-2,6-difluorophenyl)pyridazin-3(2H)-one